C[N+](C)(C)CCOP(=O)([O-])OC[C@@H](CO)OC(=O)CCCCCCCC(=O)O The molecule is a 2-acyl-sn-glycero-3-phosphocholine obtained by formal condensation of one of the carboxy groups of azelaic acid with the 1-hydroxy group of sn-glycero-3-phosphocholine. It has a role as a plant metabolite. It derives from a nonanedioic acid. It is a conjugate acid of a 2-azelaoyl-sn-glycero-3-phosphocholine(1-).